(4-(4-amino-7-((S)-1,1,1-trifluoropropan-2-yl)imidazo[5,1-f][1,2,4]triazin-5-yl)-3-ethoxy-5-fluorobenzyl)-5-fluoro-2-methoxybenzamide NC1=NC=NN2C1=C(N=C2[C@@H](C(F)(F)F)C)C2=C(C=C(CC=1C(=C(C(=O)N)C=C(C1)F)OC)C=C2F)OCC